N-(5-((5-chloro-4-((2-(N-methylmethylsulfonamido)phenyl)amino)pyrimidin-2-yl)amino)-4-methoxy-2-(4-(4-methylpiperazin-1-yl)piperidin-1-yl)phenyl)isobutyramide ClC=1C(=NC(=NC1)NC=1C(=CC(=C(C1)NC(C(C)C)=O)N1CCC(CC1)N1CCN(CC1)C)OC)NC1=C(C=CC=C1)N(S(=O)(=O)C)C